CC1=C(C(=CC(=C1)O)C)Cl 2,6-dimethyl-4-hydroxychlorobenzene